OCC1=CC=C(C=C1)C1=CN=C2N1N=C(C=C2)NC(CO)CC 2-[[3-[4-(hydroxymethyl)phenyl]imidazo[1,2-b]pyridazin-6-yl]amino]butan-1-ol